4-(((1R,4R)-4-aminocyclohexyl)methoxy)-N-(1-methyl-1H-pyrazol-3-yl)pyrimidin-2-amine NC1CCC(CC1)COC1=NC(=NC=C1)NC1=NN(C=C1)C